CC1(CN(C2=CC=CC=C12)CCCCCC(OC1=CC=CC=C1)=O)C (E)-3,3-dimethyl-1-(6-oxo-6-phenoxyhexyl)indolin